methyl 5-(5-((tert-butoxycarbonyl)(methyl)amino)pyrimidin-2-yl)-3-methylpyrazine-2-carboxylate C(C)(C)(C)OC(=O)N(C=1C=NC(=NC1)C=1N=C(C(=NC1)C(=O)OC)C)C